FC=1C=C(C=C(C1)C(F)(F)F)C1=CC(=C(C(=N1)N)N)N(C)CC(COC)(C)C 6-[3-fluoro-5-(trifluoromethyl)phenyl]-N4-(3-methoxy-2,2-dimethylpropyl)-N4-methylpyridine-2,3,4-triamine